BrC1=CC(=C(C=C1C)C12CC(C1)C2)Cl 1-(4-bromo-2-chloro-5-methyl-phenyl)bicyclo[1.1.1]pentane